C(#N)[C@H](C[C@H]1C(NCCC1)=O)NC(=O)[C@@H]1N([C@@H]2CC([C@H]1CC2)(F)F)C(=O)C=2NC1=CC=CC(=C1C2)OC (1S,3R,4S)-N-((S)-1-cyano-2-((S)-2-oxopiperidin-3-yl)ethyl)-5,5-difluoro-2-(4-methoxy-1H-indole-2-carbonyl)-2-azabicyclo[2.2.2]octane-3-carboxamide